(R)-3-(1,5-dimethyl-1,2,5,6-tetrahydropyridin-3-yl)-1H-pyrrolo[2,3-b]pyridine CN1CC(=C[C@H](C1)C)C1=CNC2=NC=CC=C21